2,3-bis(2,3,5,6-tetrachloroanilino)-1,4-difluoroanthraquinone ClC1=C(NC2=C(C=3C(C4=CC=CC=C4C(C3C(=C2NC2=C(C(=CC(=C2Cl)Cl)Cl)Cl)F)=O)=O)F)C(=C(C=C1Cl)Cl)Cl